CC(C[Si](OCC)(OCC)C)CCl 2-methyl-3-chloropropyl-methyl-diethoxysilane